C(C)(C)OC(C#CCOC(C(C)=O)=O)=O ((2-oxopropionyl)oxy)but-2-ynoic acid isopropyl ester